OC1CN(CC1)C1=C(C(=O)N)C=CC=N1 3-Hydroxypyrrolidin-1-yl-nicotinamide